CC1OC(CN(C1)C1=CC=C(C=C1)NC=1C=CC2=C(N(N=N2)C)C1)C N-(4-(2,6-dimethylmorpholino)phenyl)-1-methyl-1H-benzo[d][1,2,3]triazol-6-amine